5-(7,8-dimethyl-[1,2,4]triazolo[1,5-a]pyridin-6-yl)-6-isopropyl-1,3,4-trimethylpyridin-2(1H)-one CC1=C(C=2N(C=C1C=1C(=C(C(N(C1C(C)C)C)=O)C)C)N=CN2)C